cyclopentyl propylcarbamate C(CC)NC(OC1CCCC1)=O